3,5-dichloro-2-fluoro-benzaldehyde ClC=1C(=C(C=O)C=C(C1)Cl)F